Cl.ClC=1C=C(C=CC1F)NC(=O)[C@@H]1CNCC1 (3S)-N-(3-Chloro-4-fluorophenyl)pyrrolidine-3-carboxamide hydrochloride